trans-4-propyl-4'-butyl-1,1'-bicyclohexyl C(CC)C1CCC(CC1)C1CCC(CC1)CCCC